C(C)(=O)N1CCC(CC1)OC1=C(C=C(C=C1)Cl)C[C@@H](C(=O)OC)NC(=O)OC(C)(C)C methyl (S)-3-(2-((1-acetylpiperidin-4-yl)oxy)-5-chlorophenyl)-2-((tert-butoxycarbonyl)amino)propanoate